5-chloro-2-formyl-nicotinic acid benzyl ester C(C1=CC=CC=C1)OC(C1=C(N=CC(=C1)Cl)C=O)=O